10-bromobenzoquinoline BrC1=CC=CC2=CC=C3C=CC=NC3=C21